Cl.CN1C[C@H]([C@@H](C1)C=1C=NN(C1)C)N trans-1-methyl-4-(1-methyl-1H-pyrazol-4-yl)pyrrolidin-3-amine hydrochloride